3-[8-chloro-7-fluoro-6-(4-methylpyridin-3-yl)isoquinolin-3-yl]-3-azabicyclo[3.1.0]Hexane-2,4-dione ClC=1C(=C(C=C2C=C(N=CC12)N1C(C2CC2C1=O)=O)C=1C=NC=CC1C)F